O1CCC(CC1)NC1=NC=CC(=N1)C1=CC=C2CN(C(C2=C1)=O)CC(=O)O 2-(6-{2-[(oxan-4-yl)amino]pyrimidin-4-yl}-1-oxo-2,3-dihydro-1H-isoindol-2-yl)acetic acid